NC/C(/COC1=C(C2=C(N=C(O2)NCCC)C=C1)F)=C\F (E)-6-((2-(aminomethyl)-3-fluoroallyl)oxy)-7-fluoro-N-propylbenzo[d]oxazol-2-amine